(R)-5-(7-chloro-3-cyclohexyl-2-methyl-1,1-dioxido-5-phenyl-2,3,4,5-tetrahydrobenzo[f][1,2,5]thiadiazepin-8-yl)-2-ethoxybenzoic acid ClC=1C(=CC2=C(N(C[C@H](N(S2(=O)=O)C)C2CCCCC2)C2=CC=CC=C2)C1)C=1C=CC(=C(C(=O)O)C1)OCC